BrC=1C(=CC(=C(C1)C=1OC2=C(C=CC=C2C(C1)=O)Cl)O)OC 2-(5-bromo-2-hydroxy-4-methoxy-phenyl)-8-chloro-chromen-4-one